3,6-dimethyloctanoic acid CC(CC(=O)O)CCC(CC)C